Cl.COC=1C=C(C=CC1OC)C1=CN=CC(=N1)C1=CN(CS1)N 5-(6-(3,4-dimethoxyphenyl)pyrazin-2-yl)thiazol-3-amine Hydrochloride